ClC=1C=C2C(NC=NC2=C(C1)Cl)=O 6,8-dichloroquinazolin-4(3H)-one